1-cyclopropyl-7-(1-((2,4-diaminopyrimidin-5-yl)methyl)indolin-5-yl)-8-methoxy-4-oxo-1,4-dihydroquinoline-3-carboxylic acid dihydrochloride Cl.Cl.C1(CC1)N1C=C(C(C2=CC=C(C(=C12)OC)C=1C=C2CCN(C2=CC1)CC=1C(=NC(=NC1)N)N)=O)C(=O)O